tert-butyl ((S)-1-(5-(((S)-1-cyclopropylethyl)carbamoyl)-2-methoxy-2'-(trifluoromethyl)-[3,4'-bipyridin]-4-yl)-3-methylpyrrolidin-3-yl)carbamate C1(CC1)[C@H](C)NC(=O)C=1C(=C(C(=NC1)OC)C1=CC(=NC=C1)C(F)(F)F)N1C[C@@](CC1)(C)NC(OC(C)(C)C)=O